2-(2-Iodo-4-(2,4,4-trimethylpentan-2-yl)phenyl)tetrahydro-2H-pyran IC1=C(C=CC(=C1)C(C)(CC(C)(C)C)C)C1OCCCC1